FC1(CCNCC1)CN(C)C 1-(4-fluoro-4-piperidyl)-N,N-dimethyl-methanamine